ClC1=CC=C(C(=O)N2C3N(C(CC2)=O)C(C(N(C3)CC(CC)C)=O)C)C=C1 1-(4-chlorobenzoyl)-6-methyl-8-(2-methylbutyl)hexahydro-4H-pyrazino[1,2-a]pyrimidine-4,7(6H)-dione